C1(CCC1)N1C(=NC2=C1C=CC=C2)C=2N(C(C(=C(N2)C(=O)NC2CNC(C2)=O)O)=O)C 2-(1-cyclobutyl-1H-benzo[d]imidazol-2-yl)-5-hydroxy-1-methyl-6-oxo-N-(5-oxopyrrolidin-3-yl)-1,6-dihydropyrimidine-4-carboxamide